C(C)[Te]CC diethyl telluride